Fmoc-(2S,4S)-4-hydroxypyrrolidine C(=O)(OCC1C2=CC=CC=C2C2=CC=CC=C12)N1CC[C@@H](C1)O